N2-(2,2-difluoroethyl)-N6-(2-(4-isopropylpiperidin-1-yl)pyrimidin-5-yl)spiro[3.3]heptane-2,6-diamine FC(CNC1CC2(C1)CC(C2)NC=2C=NC(=NC2)N2CCC(CC2)C(C)C)F